Methyl (Z)-2-(hydroxyimino)-3-oxobutanoate O\N=C(/C(=O)OC)\C(C)=O